ClC1=CC(=C(C=C1)C1=CC=C(C=C1)C1CN(C1)C(=O)N1CC2(C1)CC(C2)C=2C=NC=C(C2)F)S(=O)(=O)C [3-[4-(4-chloro-2-methylsulfonyl-phenyl)phenyl]azetidin-1-yl]-[6-(5-fluoro-3-pyridinyl)-2-azaspiro[3.3]heptan-2-yl]methanone